4-(2-((tert-Butoxycarbonyl)amino)acetylamino)piperidine-1-carboxylic acid benzyl ester C(C1=CC=CC=C1)OC(=O)N1CCC(CC1)NC(CNC(=O)OC(C)(C)C)=O